N-ethyl-2-((5-(2-(1-(ethylamino)-4-methylpentan-3-yl)-2,6-diazaspiro[3.4]octan-6-yl)-1,2,4-triazin-6-yl)oxy)-5-fluoro-N-isopropylbenzamide formate C(=O)O.C(C)N(C(C1=C(C=CC(=C1)F)OC1=C(N=CN=N1)N1CC2(CN(C2)C(CCNCC)C(C)C)CC1)=O)C(C)C